C(=O)O.NCC(=O)OCC([C@H](C(=O)NCCC(=O)NCCSC(C(=O)OC)CC(=O)OC)O)(C)C 1,4-dimethyl 2-[(2-[3-[(2R)-4-[(2-aminoacetyl)oxy]-2-hydroxy-3,3-dimethylbutanamido]propanamido]ethyl)sulfanyl]butanedioate formic acid salt